1,1,1-trichloropentane ClC(CCCC)(Cl)Cl